C(#N)C1=NN(C(=C1)C)C1=C(C=CC(=N1)N1C=NC2=C1C=C(C(=C2)NC=2N=NC(=C(C2C(=O)N(C)C)C)C)OC)C(F)F 3-[[1-[6-(3-cyano-5-methyl-pyrazol-1-yl)-5-(difluoromethyl)-2-pyridyl]-6-methoxy-benzimidazol-5-yl]amino]-N,N,5,6-tetramethyl-pyridazine-4-carboxamide